C(C([2H])([2H])[2H])(OC1=CC(=CC=2N1N=C(N2)N[C@@H]2[C@@H](CN(CC2)S(=O)(=O)C)C)C=2C=NNC2)([2H])[2H] (ethoxy-d5)-N-((3R,4S)-3-methyl-1-(methylsulfonyl)piperidin-4-yl)-7-(1H-pyrazol-4-yl)-[1,2,4]triazolo[1,5-a]pyridin-2-amine